tert-Butyl [2-(4-bromo-1H-pyrazol-1-yl)ethyl]ethylcarbamate BrC=1C=NN(C1)CCN(C(OC(C)(C)C)=O)CC